(R)-2-Methyl-N-[(4E)-1-methyl-1H,4H,5H,6H-cyclopenta[d]imidazol-4-ylidene]propane-2-sulfinamide CC(C)(C)[S@@](=O)/N=C/1\CCC=2N(C=NC21)C